ClC1=C(C=CC=C1)C1=CC2=C(NC(=N2)CCNCCC=2OC=C(N2)C(=O)NCC2=NC=CC=C2F)C=C1 2-(2-((2-(5-(2-chlorophenyl)-1H-benzo[d]imidazol-2-yl)ethyl)amino)ethyl)-N-((3-fluoropyridin-2-yl)methyl)oxazole-4-carboxamide